1-methyl-N-(2-(2-(3,3,3-trifluoropropoxy)pyrimidin-4-yl)-1H-pyrrolo[3,2-c]pyridin-6-yl)-1H-pyrazole-4-carboxamide CN1N=CC(=C1)C(=O)NC1=CC2=C(C=N1)C=C(N2)C2=NC(=NC=C2)OCCC(F)(F)F